tert-butyl 4-[6-(1-methyl-3,6-dihydro-2H-pyridin-4-yl)-2-oxo-3H-imidazo[4,5-b]pyridin-1-yl]piperidine-1-carboxylate CN1CCC(=CC1)C=1C=C2C(=NC1)NC(N2C2CCN(CC2)C(=O)OC(C)(C)C)=O